4-((S)-4-acryloyl-2-methylpiperazin-1-yl)-6-fluoro-7-(2-fluoro-6-hydroxyphenyl)-1-(2-methyl-6-(methylsulfonyl)phenyl)pyridino[2,3-d]pyrimidin-2(1H)-one C(C=C)(=O)N1C[C@@H](N(CC1)C=1C2=C(N(C(N1)=O)C1=C(C=CC=C1S(=O)(=O)C)C)N=C(C(=C2)F)C2=C(C=CC=C2O)F)C